C(C)(C)(C)N(C(O)=O)C(CNC1(CC1)C1=CC(=CC=C1)Br)(C)C.[C@@H]1([C@H](O)[C@H](O)[C@@H](CC2=NC(=C3NC=NC3=N2)N)O1)N1C=NC=2C(N)=NC=NC12 adenosyl-adenine tert-butyl-(1-((1-(3-bromophenyl)cyclopropyl)amino)-2-methylpropan-2-yl)carbamate